2-(prop-2-yn-1-yl-1,1-d2)isoindoline-1,3-dione C(C#C)([2H])([2H])N1C(C2=CC=CC=C2C1=O)=O